1,4-bis(3,5-di-tert-butyl-4-hydroxybenzyl)-2,3,5,6-tetra-methylbenzene C(C)(C)(C)C=1C=C(CC2=C(C(=C(C(=C2C)C)CC2=CC(=C(C(=C2)C(C)(C)C)O)C(C)(C)C)C)C)C=C(C1O)C(C)(C)C